N1(CCN(CCN(CCC(CC1)CCC(=O)O)CCC(=O)O)CCC(=O)O)CCC(=O)N 1,4,7,1-O-tetraazacyclododecane-1,4,7,10-tetra-propionic acid